C(C)OC1=NC=CC=C1C1=CC(=C2C(=N1)C(=NN2C(C)C)C)NCC2CC(N(C2)C)=O 4-[[[5-(2-ethoxy-3-pyridinyl)-1-isopropyl-3-methyl-pyrazolo[4,3-b]pyridin-7-yl]amino]methyl]-1-methyl-pyrrolidin-2-one